2-(3-fluoro-2-(4-(piperidin-1-yl)-3-(1-(2,2,2-trifluoroethyl)-1H-indazole-3-carboxamido)benzamido)phenyl)acetic acid FC=1C(=C(C=CC1)CC(=O)O)NC(C1=CC(=C(C=C1)N1CCCCC1)NC(=O)C1=NN(C2=CC=CC=C12)CC(F)(F)F)=O